4',5-bis((2,18-dioxo-24-(((2R,3R,4R,5R,6S)-3,4,5-trihydroxy-6-methyltetrahydro-2H-pyran-2-yl)oxy)-6,9,12,15,22-pentaoxa-3,19-diazatetracosyl)oxy)-[1,1'-biphenyl]-3-carboxylic acid O=C(COC1=CC=C(C=C1)C1=CC(=CC(=C1)OCC(NCCOCCOCCOCCOCCC(NCCOCCO[C@@H]1O[C@H]([C@@H]([C@H]([C@H]1O)O)O)C)=O)=O)C(=O)O)NCCOCCOCCOCCOCCC(NCCOCCO[C@@H]1O[C@H]([C@@H]([C@H]([C@H]1O)O)O)C)=O